COC(=O)C=1N=C(SC1)N1CC2(COC2)C1 2-(2-oxa-6-azaspiro[3.3]heptane-6-yl)thiazole-4-carboxylic acid methyl ester